C(C)OC(C1=C(N=CC(=C1)Br)CBr)=O 5-bromo-2-(bromomethyl)nicotinic acid ethyl ester